CC1([C@H]2CN([C@@H]([C@@H]12)C(=O)OC)C([C@H](CC1=CC=NC=C1)NC(C[C@@H]1COCC1)=O)=O)C methyl (1R,2S,5S)-6,6-dimethyl-3-[(2S)-3-(4-pyridyl)-2-[[2-[(3R)-tetrahydrofuran-3-yl] acetyl]amino]propanoyl]-3-azabicyclo[3.1.0]hexane-2-carboxylate